(1s,5r)-4-(2-hydroxy-4-methoxystyryl)-6,6-dimethylbicyclo[3.1.1]hept-3-en-2-one OC1=C(C=CC2=CC([C@@H]3C([C@H]2C3)(C)C)=O)C=CC(=C1)OC